FC=1C2=C(C(N(C1)C(C(=O)NC=1SC=CN1)C1=C(C=CC(=C1)F)O)=O)SC(=C2)C2=CC=C(C=C2)C2CCN(CC2)C (4-fluoro-2-(4-(1-methylpiperidin-4-yl)phenyl)-7-oxothieno[2,3-c]Pyridine-6(7H)-yl)-2-(5-fluoro-2-hydroxyphenyl)-N-(thiazol-2-yl)acetamide